FC1=CC=C(S1)CC[C@@]1(CN(CC1)C(C)(C)C=1C=NC(=CC1)C)CNC(OC1=CC=CC=C1)=O |o1:8| phenyl (S or R)-((3-(2-(5-fluorothiophen-2-yl)ethyl)-1-(2-(6-methylpyridin-3-yl)propan-2-yl)pyrrolidin-3-yl)methyl)carbamate